C(C1=CC=CC=C1)O[As]([O-])([O-])=O benzylarsenate